tert-Butyl (1-((3aR,4R,6S,6aS)-2,2-dimethyl-6-((((3-methyl-5-phenylisoxazol-4-yl)methyl)thio)methyl)tetrahydrofuro[3,4-d][1,3]dioxol-4-yl)-1H-pyrazolo[3,4-d]pyrimidin-4-yl)carbamate CC1(O[C@@H]2[C@H](O1)[C@H](O[C@H]2N2N=CC=1C2=NC=NC1NC(OC(C)(C)C)=O)CSCC=1C(=NOC1C1=CC=CC=C1)C)C